CS(=O)(=O)C[C@@H]1[C@H](N(C1)C=1C=CC(=C2C=C(N=CC12)NC1=NC(=NC=C1)N1C[C@H]([C@@H](CC1)OC)CO)C(C)C)C [(3S,4R)-1-[4-({8-[(2R,3S)-3-(methanesulfonylmeth-yl)-2-methylazetidin-1-yl]-5-(propan-2-yl)isoquinolin-3-yl}amino)pyrimidin-2-yl]-4-methoxypiperidin-3-yl]methanol